C(C)C1=C2NC(=C1CC)C=C1C(=C(C(=N1)C=C1C(=C(C(N1)=CC=1C(=C(C(N1)=C2)CC)CC)CC)CC)CC)CC.[Pt+2] platinum(II) 2,3,7,8,12,13,17,18-octaethylporphyrin